C1NCC[C@@]12C[C@H](CC2)NC2=NC=C(C(=N2)C2=CNC1=C(C=CC=C21)P(C)(C)=O)C(F)(F)F (3-(2-(((5S,7S)-2-azaspiro[4.4]non-7-yl)amino)-5-(trifluoromethyl)pyrimidin-4-yl)-1H-Indol-7-yl)dimethylphosphine oxide